C(C1=CC=CC=C1)O[C@@H](CN1N=C(C=C1C(C)(C)C)N=C=S)C (R)-1-(2-(benzyloxy)propyl)-5-(tert-butyl)-3-isothiocyanato-1H-pyrazole